4-amino-5-(5-chloro-2-fluorophenyl)-5-hydroxy-2-methyl-7-oxo-6,7-dihydro-5H-pyrrolo[4,3-f]indazole-3-carbonitrile NC=1C2=C(N(N=C2C=C2C1C(NC2=O)(O)C2=C(C=CC(=C2)Cl)F)C)C#N